(2S)-2,6-diamino-N-[2-(1,3-benzodioxol-5-yl)-1-methyl-ethyl]-N-methyl-hexanamide dihydrochloride Cl.Cl.N[C@H](C(=O)N(C)C(CC1=CC2=C(OCO2)C=C1)C)CCCCN